C(N)(=N)C=1C=C(SC1)CNC(=O)[C@H]1N([C@H]2C[C@]2(C1)C)C(CNC(CCCOC1=CC=C(C=C1)S(=O)(=N)C)=O)=O (1S,3S,5S)-N-((4-carbamimidoylthiophen-2-yl)methyl)-5-methyl-2-((4-(4-(S-methyl-sulfonimidoyl)phenoxy)butanoyl)glycyl)-2-azabicyclo[3.1.0]hexane-3-carboxamide